C(C)(C)(C)OC(=O)NCCC(C)C1=NC(=NC(=C1)C1=C(C=CC=C1C)C)NS(=O)(=O)C=1C=C(C(=O)OC)C=CC1 methyl 3-[[4-[3-(tert-butoxycarbonylamino) 1-methyl-propyl]-6-(2,6-dimethylphenyl)pyrimidin-2-yl]sulfamoyl]benzoate